ClC1=CC2=C(N(C(N2C2CCN(CC2)CCC2=CC=CC=C2)=O)CCN2CCOCC2)C=C1Cl 5,6-dichloro-1-(2-morpholinoethyl)-3-(1-phenethylpiperidin-4-yl)-1,3-dihydro-2H-benzo[d]imidazol-2-one